4-(3-pyridyl)-4-oxobutyraldehyde N1=CC(=CC=C1)C(CCC=O)=O